3-(5-((3-azaspiro[5.5]undec-9-yl)thio)-1-oxoisoindolin-2-yl)piperidine-2,6-dione C1CNCCC12CCC(CC2)SC=2C=C1CN(C(C1=CC2)=O)C2C(NC(CC2)=O)=O